3-GlycidoxyHexadecyltrimethoxysilane C(C1CO1)OC(CC[Si](OC)(OC)OC)CCCCCCCCCCCCC